(2S,6R)-tert-butyl 2-(hydroxymethyl)-6-(methoxy-d3)-1,4-oxazepane-4-carboxylate OC[C@H]1OC[C@@H](CN(C1)C(=O)OC(C)(C)C)OC([2H])([2H])[2H]